N1,N1-dimethyl-N4-(2-{4-[(morpholin-4-yl)methyl]piperidin-1-yl}phenyl)benzene-1,4-disulfonamide CN(S(=O)(=O)C1=CC=C(C=C1)S(=O)(=O)NC1=C(C=CC=C1)N1CCC(CC1)CN1CCOCC1)C